N=1C=C(N2C1CNCC2)C#CC=2C=C(C#N)C=CC2 3-[2-(5,6,7,8-tetrahydroimidazo[1,2-a]pyrazin-3-yl)ethynyl]benzonitrile